(E)-3-(5-bromothien-3-yl)acrylic acid BrC1=CC(=CS1)/C=C/C(=O)O